di-(t-butylperoxyisopropyl)benzene C(C)(C)(C)OOC(C)(C)C1=C(C=CC=C1)C(C)(C)OOC(C)(C)C